OC=1C=C(C=CC1O)CC(C(=O)O)OC(\C=C\C1=CC=C(C2=C1C=C(O2)C2=CC(=C(C=C2)O)O)O)=O (E)-3-(3,4-dihydroxyphenyl)-2-((3-(2-(3,4-dihydroxyphenyl)-7-hydroxybenzofuran-4-yl)propenoyl)oxy)propanoic acid